1-acryloyl-2,3-dihydroquinolin-4(1H)-one C(C=C)(=O)N1CCC(C2=CC=CC=C12)=O